CN1C[C@@H](CCC1)NC=1C=2N(C(NN1)=O)C=CC2 (R)-1-((1-methylpiperidin-3-yl)amino)pyrrolo[1,2-d][1,2,4]triazin-4(3H)-one